C1(CC1)NC1=NC=2C=C(C(=CC2C2=C1COC2)OC)OCCCN2CCCC2 N-cyclopropyl-8-methoxy-7-[3-(pyrrolidin-1-yl)propoxy]-1H,3H-furo[3,4-c]quinolin-4-amine